4-fluoro-1-methyl-1H-benzimidazole-6-carboxylic acid FC1=CC(=CC=2N(C=NC21)C)C(=O)O